6-(2-Hydroxy-2-methylpropyloxy)-4-(2-(6-((6-methoxypyridin-3-yl)methyl)-3,6-diazabicyclo[3.1.1]hept-3-yl)pyrimidin-5-yl)pyrazolo[1,5-a]pyridine-3-carbonitrile OC(COC=1C=C(C=2N(C1)N=CC2C#N)C=2C=NC(=NC2)N2CC1N(C(C2)C1)CC=1C=NC(=CC1)OC)(C)C